N1(CCCCC1)C(C=C)=O 1-(piperidin-1-yl)prop-2-en-1-one